(E)-3-(4-((3-(2-ethylbenzoyl)-7-hydroxyquinolin-4-yl)oxy)-3-fluorophenyl)acrylic acid C(C)C1=C(C(=O)C=2C=NC3=CC(=CC=C3C2OC2=C(C=C(C=C2)/C=C/C(=O)O)F)O)C=CC=C1